2,3-dihydro-1H-benzo[d]pyrrolo[1,2-a]imidazol-5-amine C1CCC=2N1C=1C(N2)=C(C=CC1)N